N1=C(C=CC=C1)NC=1C=C(C=CC1)CO (3-(pyridin-2-ylamino)phenyl)methanol